3-((4-(1-hydroxyethyl)-1-oxo-6-(3-(trifluoromethyl)-1H-pyrazol-4-yl)isoquinolin-2(1H)-yl)methyl)-N-methylbenzamide OC(C)C1=CN(C(C2=CC=C(C=C12)C=1C(=NNC1)C(F)(F)F)=O)CC=1C=C(C(=O)NC)C=CC1